FC(CCCS(=O)CCCCCCCCC[C@H]1[C@H]2[C@@H]3CC[C@@H]([C@@]3(C)CC[C@@H]2C=2C=CC(=CC2C1)B1OC(C(O1)(C)C)(C)C)O)(C(F)(F)F)F (7a,17β)-7-[9-[(4,4,5,5,5-pentafluoropentyl)sulfinyl]nonyl]-3-(4,4,5,5-tetramethyl-1,3,2-dioxaborolan-2-yl)-estra-1,3,5(10)-trien-17-ol